(3β,5Z,7E,22E)-9,10-secoergosta-5,7,10(19),22-tetraen-3-ol C[C@H](/C=C/[C@H](C)C(C)C)[C@H]1CC[C@@H]\2[C@@]1(CCC/C2=C\C=C/3\C[C@H](CCC3=C)O)C